(3aR,6aS)-1-phenyloctahydrocyclopenta[c]pyrrole C1(=CC=CC=C1)C1NC[C@H]2[C@@H]1CCC2